O1CCN(CC1)C1=NC(=C2N=CN(C2=N1)N=CC1=CC(=CC=C1)C(F)(F)F)NC1=CC=NC=C1 2-morpholino-N-(pyridin-4-yl)-9-((3-(trifluoromethyl)benzylidene)amino)-9H-purin-6-amine